ClC1=CC2=C(C3=C(CN=C2C2=C(C=CC=C2OC)F)C=NC(=N3)NC3=CC(=C(C(=O)[O-])C=C3)OC)C=C1.[Na+] Sodium 4-{[9-chloro-7-(2-fluoro-6-methoxyphenyl)-5H-pyrimido[5,4-d][2]benzazepin-2-yl]amino}-2-methoxybenzoate